6-((2S,5R)-4-((4-chloro-3-fluorophenyl)(3,3-difluorocyclobutyl)methyl)-2,5-dimethylpiperazin-1-yl)-2-hydrazineyl-8-methyl-9-(((S)-tetrahydrofuran-2-yl)methyl)-9H-purine ClC1=C(C=C(C=C1)C(N1C[C@@H](N(C[C@H]1C)C1=C2N=C(N(C2=NC(=N1)NN)C[C@H]1OCCC1)C)C)C1CC(C1)(F)F)F